4-((4-(8-chloro-7-((2-methyl-1H-benzo[d]imidazol-6-yl)oxy)quinoxalin-2-yl)-1H-pyrazol-1-yl)methyl)N,N-dimethylcyclohexanamine ClC=1C(=CC=C2N=CC(=NC12)C=1C=NN(C1)CC1CCC(CC1)N(C)C)OC=1C=CC2=C(NC(=N2)C)C1